cis-tert-butyl-3-((2,7-dichloro-8-fluoropyrido[4,3-d]pyrimidin-4-yl)(methyl)amino)-2-methylpyrrolidine-1-carboxylate C(C)(C)(C)OC(=O)N1[C@H]([C@H](CC1)N(C)C=1C2=C(N=C(N1)Cl)C(=C(N=C2)Cl)F)C